3,4,5-trimethoxyphenyl-methanone COC=1C=C(C=C(C1OC)OC)C=O